Para-t-butylaniline C(C)(C)(C)C1=CC=C(N)C=C1